NC=1C(=NC(=CC1C1=C(C(=CC=C1C)OC)C)Cl)C(=O)N 3-amino-6-chloro-4-(3-methoxy-2,6-dimethylphenyl)pyridinecarboxamide